4-[(4-{[3-(8-{2-[(3R,5R)-3,5-dimethylmorpholine-4-carbonyl]-4-fluorophenyl}-1-fluoro-3-methylimidazo[1,5-a]pyridin-6-yl)azetidin-1-yl]methyl}piperidin-1-yl)methyl]oxan-4-ol C[C@H]1N([C@@H](COC1)C)C(=O)C1=C(C=CC(=C1)F)C=1C=2N(C=C(C1)C1CN(C1)CC1CCN(CC1)CC1(CCOCC1)O)C(=NC2F)C